3-(1-((tert-butyldiphenylsilyl)oxy)-2-methylpropan-2-yl)-7-nitro-2,3,4,5-tetrahydro-1H-benzo[d]azepine [Si](C1=CC=CC=C1)(C1=CC=CC=C1)(C(C)(C)C)OCC(C)(C)N1CCC2=C(CC1)C=C(C=C2)[N+](=O)[O-]